5-(5-cyclopropyl-3-(ethylsulfonyl)pyridin-2-yl)-2-(trifluoromethyl)pyrazolo[1,5-a]pyrimidine C1(CC1)C=1C=C(C(=NC1)C1=NC=2N(C=C1)N=C(C2)C(F)(F)F)S(=O)(=O)CC